FC1=C(C=C(C=C1)NC(NC1=CC=C(C=C1)C1=NC2=CC=CN=C2C(=C1)C(=O)NC1=NC=CC=C1)=O)C(F)(F)F 2-(4-(3-(4-Fluoro-3-(trifluoromethyl)phenyl)ureido)phenyl)-N-(pyridin-2-yl)-1,5-naphthyridine-4-carboxamide